FC1=C(C=CC(=C1)F)C1=CC(=CN1S(=O)(=O)C1=CC(=CC=C1)NS(=O)(=O)C)CN(C(OC(C)(C)C)=O)C tert-butyl N-{[5-(2,4-difluorophenyl)-1-(3-methanesulfonylaminobenzenesulfonyl)-1H-pyrrol-3-yl] methyl}-N-methylcarbamate